C(=O)(O)C=1C(=C(C=CC1)OC(=O)C1=NNC(C=C1)=O)F 3-carboxyl(2-fluorophenyl)-6-oxo-1,6-dihydropyridazine-3-carboxylate